C(#N)C=1C=C(C(=NC1)OC)S(=O)(=O)NC1=C(C(=C(C=C1)F)COC=1C=C2C(=NC1)NN=C2C)F 5-cyano-N-[2,4-difluoro-3-[([3-methyl-1H-pyrazolo[3,4-b]pyridin-5-yl]oxy)methyl]phenyl]-2-methoxy-pyridine-3-sulfonamide